3-Ethoxy-5-{6-[2-(1-vinyl-naphthalen-2-yl)-ethylamino]-pyrimidin-4-yl}-thiophene C(C)OC1=CSC(=C1)C1=NC=NC(=C1)NCCC1=C(C2=CC=CC=C2C=C1)C=C